ClC=1C(=NC(=NC1)NC1C(COCC1)(C)C)C=1C=C2N(C=CN(C2=O)[C@@H](C(=O)N[C@H](CO)C2=CC(=CC(=C2)OC)F)C)C1 (2R)-2-(7-(5-chloro-2-((3,3-dimethyltetrahydro-2H-pyran-4-yl)amino)pyrimidin-4-yl)-1-oxopyrrolo[1,2-a]pyrazin-2(1H)-yl)-N-((S)-1-(3-fluoro-5-methoxyphenyl)-2-hydroxyethyl)propionamide